C1(CC1)C=1SC(=C(N1)C)S(=O)(=O)Cl 2-cyclopropyl-4-methyl-1,3-thiazole-5-sulfonyl chloride